(2-(2-((2,6-dichlorophenyl)amino)phenyl)acetoxy)acetic acid ClC1=C(C(=CC=C1)Cl)NC1=C(C=CC=C1)CC(=O)OCC(=O)O